3-(benzo[c][1,2,5]thiadiazol-4-ylmethyl)-1-methoxy-1-methylurea N=1SN=C2C1C=CC=C2CNC(N(C)OC)=O